C1(CCC(CC1)N1CCCCC1)N1CCCCC1 1,1'-(1,4-cyclohexandiyl)dipiperidine